FC=1C=CC(=NC1C(F)(F)F)C=O 5-fluoro-6-(trifluoromethyl)picolinaldehyde